(2-(benzyloxy)-4-bromo-6-chlorophenyl)methanol C(C1=CC=CC=C1)OC1=C(C(=CC(=C1)Br)Cl)CO